S1[NH2+]N=CC=C1 thidiazinium